methyl 1-methyl-4-(1-methyl-1H-pyrrol-2-yl)-1H-pyrrolo[3,2-c]pyridine-6-carboxylate CN1C=CC=2C(=NC(=CC21)C(=O)OC)C=2N(C=CC2)C